(S)-2-(4-(2-aminopyrimidin-5-yl)indoline-1-carbonyl)pyrrolidine-1-carbonitrile NC1=NC=C(C=N1)C1=C2CCN(C2=CC=C1)C(=O)[C@H]1N(CCC1)C#N